(2s,4s)-2-(4-(2-cyclopropylphenyl)piperidine-1-carbonyl)-7-oxa-5-azaspiro[3.4]Octane-6-one C1(CC1)C1=C(C=CC=C1)C1CCN(CC1)C(=O)C1CC2(C1)NC(OC2)=O